3-bromo-2,4,6-trifluoro-N-(6-fluoropyridin-2-yl)-N-(4-methoxybenzyl)benzenesulfonamide BrC=1C(=C(C(=CC1F)F)S(=O)(=O)N(CC1=CC=C(C=C1)OC)C1=NC(=CC=C1)F)F